CN(C1=CC=C(CNC(=O)C2=CC=C(C=C2)C2=CC=C(C=C2)C(=O)NCC2=CC=C(C=C2)N(C)C)C=C1)C N4,N4'-bis(4-(dimethylamino)benzyl)-[1,1'-biphenyl]-4,4'-dicarboxamide